CC1(CCNCC1)C(N)=N 4-methylpiperidine-4-carboximidamide